(Z)-5-(4-aminophenyl)-5-(4-(4-isopropylpiperazin-1-yl)phenyl)-4-phenylpent-4-en-1-ol NC1=CC=C(C=C1)/C(=C(\CCCO)/C1=CC=CC=C1)/C1=CC=C(C=C1)N1CCN(CC1)C(C)C